3,5-difluoro-4-methyl-N-((5-methyl-1H-benzotriazol-4-yl)methyl)benzamide FC=1C=C(C(=O)NCC2=C(C=CC=3NN=NC32)C)C=C(C1C)F